ClC1=C(C(=CC=C1)F)N1N=C(C(=C1)NC1=CC=C(C=C1)C1=NN=CN1CC)C(=O)N 1-(2-chloro-6-fluorophenyl)-4-((4-(4-ethyl-4H-1,2,4-triazol-3-yl)phenyl)amino)-1H-pyrazole-3-carboxamide